(2R,4R)-6-chloro-4-hydroxy-N-[3-(4-{(3S)-3-[(trifluoromethoxy)methyl]pyrrolidin-1-yl}-1H-pyrazol-1-yl)bicyclo[1.1.1]pentan-1-yl]-3,4-dihydro-2H-1-benzopyran-2-carboxamide ClC=1C=CC2=C([C@@H](C[C@@H](O2)C(=O)NC23CC(C2)(C3)N3N=CC(=C3)N3C[C@H](CC3)COC(F)(F)F)O)C1